tert-butyl (S)-(1-(6-chloro-5-(cyclopropylmethoxy)-2-iodopyridin-3-yl)-3,3-dimethylbutan-2-yl)carbamate ClC1=C(C=C(C(=N1)I)C[C@@H](C(C)(C)C)NC(OC(C)(C)C)=O)OCC1CC1